(2-(3-((1-(3-methoxynaphthalen-1-yl)cyclopropyl)carbamoyl)-4-methylphenoxy)ethyl)(methyl)carbamate COC=1C=C(C2=CC=CC=C2C1)C1(CC1)NC(=O)C=1C=C(OCCOC(NC)=O)C=CC1C